(R)-1-((7-Cyano-2-(3'-(7-(((S)-1-hydroxypropan-2-ylamino)methyl)-2-methylpyrido[3,2-d]pyrimidin-4-ylamino)-2,2'-dimethylbiphenyl-3-yl)benzo[d]oxazol-5-yl)methyl)pyrrolidin C(#N)C1=CC(=CC=2N=C(OC21)C=2C(=C(C=CC2)C2=C(C(=CC=C2)NC=2C1=C(N=C(N2)C)C=C(C=N1)CN[C@H](CO)C)C)C)CN1CCCC1